thiophosphoryl-N2-isobutyryl-deoxyguanosine P(=S)#CC(C(=O)NC=1NC(C=2N=CN([C@H]3C[C@H](O)[C@@H](CO)O3)C2N1)=O)C